(2S)-N-[(1R)-1-[5-chloro-2-(ethylamino)pyridin-4-yl]ethyl]-2-(6-{5-chloro-2-[(oxan-4-yl)amino]pyrimidin-4-yl}-1-oxo-2,3-dihydro-1H-isoindol-2-yl)propanamide ClC=1C(=CC(=NC1)NCC)[C@@H](C)NC([C@H](C)N1C(C2=CC(=CC=C2C1)C1=NC(=NC=C1Cl)NC1CCOCC1)=O)=O